(Z)-3-amino-4,4-dimethoxybut-2-enoic acid methyl ester COC(\C=C(\C(OC)OC)/N)=O